C(C)N1CCN(CC1)[Si](C=CC)(N1CCN(CC1)CC)N1CCN(CC1)CC tris(4-ethylpiperazino)(methyl)vinylsilane